C(C1=CC=CC=C1)OC1=C(C=CC(=C1F)F)[C@H]1[C@H](O[C@]([C@H]1C)(C(F)(F)F)C)C(=O)OC methyl (2S,3S,4S,5R)-3-(2-benzyloxy-3,4-difluoro-phenyl)-4,5-dimethyl-5-(trifluoromethyl)tetrahydrofuran-2-carboxylate